FC1([C@@H](CN(C[C@@H]1CCCOS(=O)(=O)C1=CC=C(C=C1)C)C(=O)OC(C)(C)C)C)F tert-butyl (3R,5S)-4,4-difluoro-3-methyl-5-[3-(p-tolylsulfonyloxy)propyl]piperidine-1-carboxylate